4-(4-((1R,5S)-3,8-diazabicyclo[3.2.1]octan-3-yl)-2-((2,3-dihydro-1H-pyrrolo[1,2-a]-indol-9a(9H)-yl)methoxy)-8-fluoropyrido[4,3-d]pyrimidin-7-yl)-5-ethynylnaphthalen-2-ol [C@H]12CN(C[C@H](CC1)N2)C=2C1=C(N=C(N2)OCC23N(C=4C=CC=CC4C2)CCC3)C(=C(N=C1)C1=CC(=CC3=CC=CC(=C13)C#C)O)F